C(C)(C)(C)NC1=CC(=CC(=N1)C(=O)OC)C1=NC(=CC(=N1)N=S(=O)(C)C)N1[C@@H](COCC1)C Methyl (R)-6-(tert-butylamino)-4-(4-((dimethyl(oxo)-λ6-sulfaneylidene)amino)-6-(3-methylmorpholino)pyrimidin-2-yl)picolinate